C(CCCCCC=C)(=O)N1C(CCCCC1)=O 1-(oct-7-enoyl)azepan-2-one